N,N',N''-tri-Boc-Guanidine CC(C)(C)OC(=O)NC(=NC(=O)OC(C)(C)C)NC(=O)OC(C)(C)C